Cl.COC(C(C(C1=CC=C2CCNCC2=C1)C1=C(C2=C(N(N=N2)CCCCCC2=CC=C(C(=O)O)C=C2)C=C1)C)(C)C)=O 4-[5-[5-[3-methoxy-2,2-dimethyl-3-oxo-1-[1,2,3,4-tetrahydroisoquinolin-7-yl]propyl]-4-methyl-1H-benzo[d][1,2,3]triazol-1-yl]pentyl]benzoic Acid hydrochloride